4-(difluoromethyl)-N-[4-fluoro-5-[2-[rac-(3R)-3-methylmorpholin-4-yl]pyrimidin-5-yl]-2-[rac-(3S,5R)-3,4,5-trimethylpiperazin-1-yl]phenyl]-1-methyl-6-oxopyridine-3-carboxamide FC(C=1C(=CN(C(C1)=O)C)C(=O)NC1=C(C=C(C(=C1)C=1C=NC(=NC1)N1[C@@H](COCC1)C)F)N1C[C@@H](N([C@@H](C1)C)C)C)F |r|